FC1=CC=C(C=C1)N1C(C(=CC=C1)C(=O)NC1=NC=C(C=C1)OC1=CC=NC2=CN=C(C=C12)C=1CCN(CC1)C)=O 1-(4-fluorophenyl)-N-[5-[[6-(1-methyl-3,6-dihydro-2H-pyridin-4-yl)-1,7-naphthyridin-4-yl]oxy]-2-pyridyl]-2-oxo-pyridine-3-carboxamide